FC=1C(=NC=CC1)SC=1C=2N(C=C(C1)C=1C=NN(C1C)C1CCN(CC1)C(CO)=O)N=CC2C#N 4-((3-fluoropyridin-2-yl)thio)-6-(1-(1-(2-hydroxyacetyl)piperidin-4-yl)-5-methyl-1H-pyrazol-4-yl)pyrazolo[1,5-a]pyridine-3-carbonitrile